2-hydroxy-5-(trifluoromethoxy)benzoate OC1=C(C(=O)[O-])C=C(C=C1)OC(F)(F)F